NC1=NC(=NC=C1)C=1C=NN(C1OCC[C@H](C)NC1=C(C=NC(=C1)Cl)C1=NC=CC(=C1)N1CC(C1)CC(F)F)C (S)-N-(4-((4-(4-Aminopyrimidin-2-yl)-1-methyl-1H-pyrazol-5-yl)oxy)butan-2-yl)-6'-chloro-4-(3-(2,2-difluoroethyl)azetidin-1-yl)-[2,3'-bipyridin]-4'-amine